NC1=NC=CC=C1C1=NC=2C(=NC(=CC2)C2=CN(C(C=C2)=O)C)N1C1=CC=C(CN2CCC(CC2)NC2=NC=CC(=N2)C#N)C=C1 2-((1-(4-(2-(2-aminopyridin-3-yl)-5-(1-methyl-6-oxo-1,6-dihydropyridin-3-yl)-3H-imidazo[4,5-b]pyridin-3-yl)benzyl)piperidin-4-yl)amino)pyrimidine-4-carbonitrile